BrC1=CC=2N(C=C1)C(=NN2)NC 7-bromo-N-methyl-[1,2,4]triazolo[4,3-a]pyridin-3-amine